racemic-N-benzyl-2-amino-3-methoxypropionamide C(C1=CC=CC=C1)NC([C@@H](COC)N)=O |r|